CC1=C(C=CC=C1)[C@H]1NC(OC1)=O (R)-4-(2-methylphenyl)-oxazolidine-2-one